(E)-1-(4-((2-amino-4-carbamoyl-6-(3-morpholinopropoxy)phenyl)amino)but-2-en-1-yl)-7-ethoxy-2-(1-ethyl-3-methyl-1H-pyrazole-5-carboxamido)-1H-benzo[d]imidazole-5-carboxamide NC1=C(C(=CC(=C1)C(N)=O)OCCCN1CCOCC1)NC/C=C/CN1C(=NC2=C1C(=CC(=C2)C(=O)N)OCC)NC(=O)C2=CC(=NN2CC)C